1,3,5,7-tetramethyl-1,3,7-triazacyclodecane CN1CN(CC(CN(CCC1)C)C)C